3-(5-amino-2-methylphenyl)-N-ethyl-N-(4-methoxybenzyl)-1,6-naphthyridin-7-amine NC=1C=CC(=C(C1)C=1C=NC2=CC(=NC=C2C1)N(CC1=CC=C(C=C1)OC)CC)C